3-(((6-chloro-2-(trifluoromethyl)quinolin-4-yl)amino)methyl)-3-phenylazetidine-1-carboxamide ClC=1C=C2C(=CC(=NC2=CC1)C(F)(F)F)NCC1(CN(C1)C(=O)N)C1=CC=CC=C1